ClC1=NC=C(C(=N1)OC1COC1)C#N 2-chloro-4-(oxetan-3-yloxy)pyrimidine-5-carbonitrile